Methyl (S)-2-(2-fluoro-6-methyl-4-((R)-3-(trifluoromethyl)morpholino)benzamido)-3-(8-(1-methyl-2,4-dioxo-1,4-dihydropyrido[3,2-d]pyrimidin-3(2H)-yl)quinolin-5-yl)propanoate FC1=C(C(=O)N[C@H](C(=O)OC)CC2=C3C=CC=NC3=C(C=C2)N2C(N(C3=C(C2=O)N=CC=C3)C)=O)C(=CC(=C1)N1[C@H](COCC1)C(F)(F)F)C